tert-butyl (2R,3R)-2-[[tert-butyl (diphenyl)silyl] oxymethyl]-5-oxo-3-tetrahydropyran-2-yloxy-pyrrolidine-1-carboxylate [Si](C1=CC=CC=C1)(C1=CC=CC=C1)(C(C)(C)C)OC[C@H]1N(C(C[C@H]1OC1OCCCC1)=O)C(=O)OC(C)(C)C